2-chloro-N-(1-cyclohexylpiperidin-4-yl)-7-(trifluoromethyl)quinazolin-4-amine ClC1=NC2=CC(=CC=C2C(=N1)NC1CCN(CC1)C1CCCCC1)C(F)(F)F